BrC1=CC2=C(N(C(N2C)=O)C)C=C1 5-bromo-1,3-dimethyl-1H-benzo[d]imidazol-2(3H)-one